methyl 2-methyl-2-[32-methyl-20-oxo-14-oxa-8,9,10,21-tetrazahexacyclo[19.5.3.216,19.13,7.06,10.024,28]dotriaconta-1(27),3(32),4,6,8,16,18,24(28),25,30-decaen-2-yl]propanoate CC(C(=O)OC)(C)C1C=2C=CC=3CCN(C(C4=CC=C(COCCCN5N=NC6=C5C=CC1=C6C)C=C4)=O)CC3C2